ClC1=NC(=CC(=C1)C(C=1N=CC(=NC1)C(=O)NCCCN(C)C)(F)F)N1CCN(CC1)S(=O)(=O)C1=CC=C(C=C1)N1C(C[C@H](C1)N)=O 5-[[2-chloro-6-[4-[4-[(4R)-4-amino-2-oxo-pyrrolidin-1-yl]phenyl]sulfonylpiperazin-1-yl]-4-pyridinyl]-difluoro-methyl]-N-[3-(dimethylamino)propyl]pyrazine-2-carboxamide